N-(2-((S)-3-((dimethylamino)methyl)pyrrolidin-1-yl)-5-((6-((R)-3-(2-fluoro-3-(trifluoromethyl)phenyl)isoxazolidin-2-yl)pyrimidin-4-yl)amino)-4-methoxyphenyl)acrylamide CN(C)C[C@H]1CN(CC1)C1=C(C=C(C(=C1)OC)NC1=NC=NC(=C1)N1OCC[C@@H]1C1=C(C(=CC=C1)C(F)(F)F)F)NC(C=C)=O